4-(3'-cyclopropyl-[1,1'-biphenyl]-4-yl)-N-(2-ethynyl-thiazol-4-yl)piperazine-1-carboxamide isophthalate (dimethyl-5-aminoisophthalate) CC1=C(C(=C(C=C1C(=O)O)C(=O)O)C)N.C(C1=CC(C(=O)O)=CC=C1)(=O)O.C1(CC1)C=1C=C(C=CC1)C1=CC=C(C=C1)N1CCN(CC1)C(=O)NC=1N=C(SC1)C#C